C(CCCCCCCCCCCCCCCCCCC)NOB=O arachidylaminoboranic acid